FC(C=1C=C(C=CC1OCC\C=C\C1=CC=C(C=C1)C(F)(F)F)C1=NOC(=N1)[C@H]1N(CCC1)C(=O)OC(C)(C)C)(F)F tert-butyl (S,E)-2-(3-(3-(trifluoromethyl)-4-((4-(4-(trifluoromethyl)phenyl)but-3-en-1-yl)oxy)phenyl)-1,2,4-oxadiazol-5-yl)pyrrolidine-1-carboxylate